ClC=1C=C(C=CC1)C(=O)N1C[C@@]2([C@@H]([C@H]([C@H]([C@H](O2)CO)O)N2N=NC(=C2)C2=CC(=C(C(=C2)F)F)F)O)CCC1 (3-chlorophenyl)((2R,3R,4S,5R,6R)-3,5-dihydroxy-2-(hydroxymethyl)-4-(4-(3,4,5-trifluorophenyl)-1H-1,2,3-triazol-1-yl)-1-oxa-8-azaspiro[5.5]undecan-8-yl)methanone